5-cyclopropyl-2-(5-methyl-3-{[(3R)-1-methylpiperidin-3-yl]amino}-1,2,4-triazin-6-yl)phenol C1(CC1)C=1C=CC(=C(C1)O)C1=C(N=C(N=N1)N[C@H]1CN(CCC1)C)C